Cl.C(C1=CC=CC=C1)N1CC=2C(=C(N=C(C2CC1)N1C[C@H]2CC[C@@H](C1)N2)OCC2(CC2)CN2CCOCC2)C#N 6-benzyl-1-((1R,5S)-3,8-diazabicyclo[3.2.1]octan-3-yl)-3-((1-(morpholinomethyl)cyclopropyl)methoxy)-5,6,7,8-tetrahydro-2,6-naphthyridine-4-carbonitrile Hydrochloride